tert-butyl 4-(4-bromo-5-nitro-pyrazol-1-yl)piperidine-1-carboxylate BrC=1C=NN(C1[N+](=O)[O-])C1CCN(CC1)C(=O)OC(C)(C)C